l-6,7-dimethoxy-3-((4-methoxyphenyl)sulfonyl)quinolin-amine COC=1C=C2C=C(C(=NC2=CC1OC)N)S(=O)(=O)C1=CC=C(C=C1)OC